5-((1S,5R)-1-(5-(3-(dimethylamino)prop-1-yn-1-yl)-1,3,4-oxadiazol-2-yl)-5-(trifluoromethyl)-3-azabicyclo[3.1.0]hexan-3-yl)quinoline-8-carbonitrile CN(CC#CC1=NN=C(O1)[C@@]12CN(C[C@]2(C1)C(F)(F)F)C1=C2C=CC=NC2=C(C=C1)C#N)C